COC1=CC2=C(N=CS2)C=C1B1OC(C(O1)(C)C)(C)C 6-methoxy-5-(4,4,5,5-tetramethyl-1,3,2-dioxaborolan-2-yl)-benzothiazole